BrC1=CC(=C(C2=C(C=CC=C12)F)[N+]#N)[O-] 4-bromo-1-diazonio-8-fluoro-naphthalen-2-olate